C(=O)C1=CC=C(N1)C(=O)OCC ethyl 5-formyl-1H-pyrrole-2-carboxylate